di-n-butyl (cyclohexylmethylene)malonate C1(CCCCC1)C=C(C(=O)OCCCC)C(=O)OCCCC